tert-butyl 1'-(1-((2-(trimethylsilyl) ethoxy)methyl)-1H-pyrazol-4-yl)-[4,4'-bipiperidine]-1-carboxylate C[Si](CCOCN1N=CC(=C1)N1CCC(CC1)C1CCN(CC1)C(=O)OC(C)(C)C)(C)C